N-(4-((4-(3-borono-5-nitrobenzamido)cyclohexyl)methyl)cyclohexyl)-N-(3-borono-5-nitrobenzoyl)glycine B(O)(O)C=1C=C(C(=O)NC2CCC(CC2)CC2CCC(CC2)N(CC(=O)O)C(C2=CC(=CC(=C2)[N+](=O)[O-])B(O)O)=O)C=C(C1)[N+](=O)[O-]